OC1=C(C(=O)C2=CC=C(C=C2)O)C=CC=C1 hydroxy-4'-hydroxybenzophenone